2,2,2-trifluoroethyl-1,3-benzoxazol-2(3H)-one FC(CN1C(OC2=C1C=CC=C2)=O)(F)F